6-(2-(3-(benzofuran-3-yl)phenyl)acetyl)-2-(1-phenylcyclopropyl)-3,5,6,7,8,9-hexahydro-4H-pyrimido[5,4-c]azepin-4-one O1C=C(C2=C1C=CC=C2)C=2C=C(C=CC2)CC(=O)N2CC1=C(CCC2)N=C(NC1=O)C1(CC1)C1=CC=CC=C1